C(C(C)C)C1=CC(=C(C=N1)N1C(NC2=C(SC=3N=CC=C1C32)C(=O)N)=O)C 5-(S)-(6-isobutyl-4-methylpyridin-3-yl)-4-oxo-4,5-dihydro-3H-1-thia-3,5,8-triazaacenaphthylene-2-carboxamide